ClC=1C(=NN(C1C)C=1C=C(C(=O)NC2=CC3=C(N=C(O3)C)C=C2)C=CC1)C 3-(4-chloro-3,5-dimethyl-pyrazol-1-yl)-N-(2-methyl-1,3-benzoxazol-6-yl)benzamide